OC1=CC=C(C=C1)C(C1=CC=C(C=C1)CC(C)C)C1=CC=C(C=C1)O bis(4-hydroxyphenyl)-(4-isobutylphenyl)methane